N-(5-(((2r,5's)-5-((2r,6s)-2,6-dimethylmorpholino)-5'-methyl-3H-spiro[furo[2,3-c]pyridin-2,3'-pyrrolidin]-1'-yl)methyl)thiazol-2-yl)acetamide C[C@H]1O[C@H](CN(C1)C=1C=C2C(=CN1)O[C@]1(CN([C@H](C1)C)CC1=CN=C(S1)NC(C)=O)C2)C